OC(=O)C(F)(F)F.OC(=O)C(F)(F)F.CN1C[C@@H](NCC1)C (3S)-1,3-dimethylpiperazine bis-TFA salt